(±)-trans-N-(8-amino-6-(2-oxo-2,3-dihydro-1H-benzo[d]imidazol-1-yl)isoquinolin-3-yl)-2-cyanocyclopropanecarboxamide NC=1C=C(C=C2C=C(N=CC12)NC(=O)[C@H]1[C@@H](C1)C#N)N1C(NC2=C1C=CC=C2)=O |r|